N-(2,2,2-trifluoroethyl)-4-(2,3-dihydro-1-methyl-2-oxo-1H-imidazo[4,5-b]pyridin-7-yl)-1H-pyrazole-1-carboxamide FC(CNC(=O)N1N=CC(=C1)C1=C2C(=NC=C1)NC(N2C)=O)(F)F